N1-(4-(tert-butyl)-3-methylphenyl)cyclohexane-1,4-diamine C(C)(C)(C)C1=C(C=C(C=C1)NC1CCC(CC1)N)C